benzyl ((2S,3S,4R)-6-bromo-2-ethyl-3-methyl-1,2,3,4-tetrahydroquinolin-4-yl)carbamate BrC=1C=C2[C@@H]([C@H]([C@@H](NC2=CC1)CC)C)NC(OCC1=CC=CC=C1)=O